5-[(2R)-2-{[bis(cyclopropylmethyl)amino]methyl}-4-fluoro-6-hydroxy-2,3-dihydro-1-benzofuran-5-yl]-1λ6,2,5-thiadiazolidine-1,1,3-trione C1(CC1)CN(CC1CC1)C[C@@H]1OC2=C(C1)C(=C(C(=C2)O)N2CC(NS2(=O)=O)=O)F